3-((4-chloro-1-methyl-1H-pyrazol-5-yl)methyl)-2-((3-hydroxy-3-(nitromethyl)cyclobutyl)methyl)isoindolin-1-one ClC=1C=NN(C1CC1N(C(C2=CC=CC=C12)=O)CC1CC(C1)(C[N+](=O)[O-])O)C